C(CCC(=O)O)(=O)O.C(CCCCCCC\C=C/C\C=C/CCCCC)(=O)OC(CO)COC(CCCCCCC\C=C/C\C=C/CCCCC)=O.C(CCCCCCC\C=C/C\C=C/CCCCC)(=O)OC(CO)COC(CCCCCCC\C=C/C\C=C/CCCCC)=O 2,3-dilinoleoyl-glycerol hemisuccinate